Pyrrolo[2,3-c]-pyridine-1-carboxylic acid tert-butyl ester C(C)(C)(C)OC(=O)N1C=CC=2C1=CN=CC2